C[C@]12CC[C@@](C[C@H]1[C@@]3(CC[C@]4([C@@H]5CC[C@@H](C([C@@]56[C@H](O6)C[C@@H]4[C@]3(CC2)C)(C)C)O)C)C)(C)C(=O)O The molecule is a hexacyclic triterpenoid with formula C30H48O4, originally isolated from Tripterygium wilfordii and Tripterygium hypoglaucum. It has a role as a plant metabolite. It is a hexacyclic triterpenoid, a hydroxy monocarboxylic acid and an epoxy monocarboxylic acid.